O=C([C@H](O)[C@@H](O)[C@H](O)[C@H](O)CO)[O-].[Sb+3].O=C([C@H](O)[C@@H](O)[C@H](O)[C@H](O)CO)[O-].O=C([C@H](O)[C@@H](O)[C@H](O)[C@H](O)CO)[O-] antimony gluconate